(trans)-2-[[2-[3-[[tert-butyl(dimethyl)silyl]oxymethyl]-5-chloro-4-(5,5-dimethyl-1,3,2-dioxaborinan-2-yl)anilino]-5-methyl-pyrimidin-4-yl]amino]cyclohexane-1-carbonitrile [Si](C)(C)(C(C)(C)C)OCC=1C=C(NC2=NC=C(C(=N2)N[C@H]2[C@@H](CCCC2)C#N)C)C=C(C1B1OCC(CO1)(C)C)Cl